O=C1C(CN(C1=O)CC(F)(F)F)C(=O)OC(C)(C)C tert-butyl 4,5-dioxo-1-(2,2,2-trifluoroethyl)pyrrolidine-3-carboxylate